C(C)(C)(C)OC(=O)N1C(=CC2=CC(=CC=C12)Br)CCNC(=O)OC(C)(C)C 2-(((tert-butoxycarbonyl)amino)ethyl)-5-bromo-1H-indole-1-carboxylic acid tert-butyl ester